N-(8,9-difluoro-5-methyl-6-oxo-1,4,5,6-tetrahydro-2H-pyrano[3,4-c]isoquinolin-1-yl)-5,6-difluoro-N-methyl-1H-indole-2-carboxamide FC=1C(=CC=2C3=C(N(C(C2C1)=O)C)COCC3N(C(=O)C=3NC1=CC(=C(C=C1C3)F)F)C)F